ClNC1=CC(=CC=C1)C chloro-3-methylaniline